COC=1C=C(C(=C(C1)OC)[Se]C(F)(F)F)O 3,5-Dimethoxy-6-((trifluoromethyl)selanyl)phenol